1-(((3S)-1-((3-cyano-1-azetidinyl)sulfonyl)-3-piperidinyl)carbonyl)-N-((1R)-1-(3,5-difluorophenyl)propyl)-D-prolinamide C(#N)C1CN(C1)S(=O)(=O)N1C[C@H](CCC1)C(=O)N1[C@H](CCC1)C(=O)N[C@H](CC)C1=CC(=CC(=C1)F)F